C(C1=CC=CC=C1)OCCCC(/C(/C(=O)OCC)=N/O)=O ethyl (Z)-6-(benzyloxy)-2-(hydroxyimino)-3-oxohexanoate